2-amino-5-((3,4-dimethoxy)-phenyl)-1,3,4-oxadiazole NC=1OC(=NN1)C1=CC(=C(C=C1)OC)OC